ethyl 3-amino-1H-pyrazole-5-carboxylate NC1=NNC(=C1)C(=O)OCC